FC1=C(C(=CC=C1C#CC(C)(C)OC)O)N1CC(NS1(=O)=O)=O 5-[2-fluoro-6-hydroxy-3-(3-methoxy-3-methylbut-1-yn-1-yl)phenyl]-1λ6,2,5-thiadiazolidine-1,1,3-trione